(tert-butoxycarbonyl)-4-hydroxypyrrolidine-2-carboxylic acid C(C)(C)(C)OC(=O)N1C(CC(C1)O)C(=O)O